(((((9H-fluoren-9-yl)methoxy)carbonyl)(4-nitrobenzyl)amino)phenyl)Piperidine-1-carboxylic acid C1=CC=CC=2C3=CC=CC=C3C(C12)COC(=O)N(CC1=CC=C(C=C1)[N+](=O)[O-])C1=C(C=CC=C1)C1N(CCCC1)C(=O)O